N(=[N+]=[N-])CCC(=O)N[C@H](C(=O)N1[C@@H](C[C@H](C1)O)C(=O)NCC1=CC=C(C=C1)C1=C(N=CS1)C)C(C)(C)C (2S,4R)-1-((S)-2-(3-azidopropanamido)-3,3-dimethylbutanoyl)-4-hydroxy-N-(4-(4-methylthiazol-5-yl)benzyl)pyrrolidine-2-carboxamide